CC1COC2=C(C(=NC(=C2)SC)C2=CNC3=CN=C(C=C32)NC(C)=O)O1 N-(3-(3-methyl-7-(methylthio)-2,3-dihydro-[1,4]dioxino[2,3-c]pyridin-5-yl)-1H-pyrrolo[2,3-c]pyridin-5-yl)acetamide